NCCNC1=NC2=C(C=3C=C(C(=CC13)F)F)[C@@H](COC2)N(C(=O)C=2NC1=CC(=C(C=C1C2)F)F)C (S)-N-(6-((2-aminoethyl)amino)-8,9-difluoro-1,4-dihydro-2H-pyrano[3,4-c]isoquinolin-1-yl)-5,6-difluoro-N-methyl-1H-indole-2-carboxamide